tert-butyl (4,4-difluorocyclohexyl)(2-(methylsulfonyl)-6-morpholinopyrimidin-4-yl)carbamate FC1(CCC(CC1)N(C(OC(C)(C)C)=O)C1=NC(=NC(=C1)N1CCOCC1)S(=O)(=O)C)F